C(C)SC1=CC(=C(C=C1)C=C(C)[N+](=O)[O-])OC ethyl-(3-methoxy-4-(2-nitroprop-1-en-1-yl)phenyl)sulfane